C(C)(C)(C)OC(NCCNC(=O)NC=1C=NN(C1NC(C1=CC=CC=C1)(C1=CC=CC=C1)C1=CC=CC=C1)C)=O {2-[3-(1-methyl-5-(tritylamino)-1H-pyrazol-4-yl)ureido]ethyl}carbamic acid tert-butyl ester